BrC1=CC=C(C=C1)N(C1=NC(=CC(=N1)OC)OC)C1=CC=C(C=C1)Br N,N-bis(4-bromophenyl)-4,6-dimethoxypyrimidine-2-amine